FC(OC1=CC=C(C=N1)N)(F)F 6-(Trifluoromethoxy)pyridin-3-amine